5-[2-(2-{N-[(quinolin-2-yl)methyl]acetamido}phenyl)ethynyl]-pyridine-2-carboxylic acid N1=C(C=CC2=CC=CC=C12)CN(C(C)=O)C1=C(C=CC=C1)C#CC=1C=CC(=NC1)C(=O)O